C(C)C(COC(CCCCCCCCCCCCCCCCC)=O)CCCC 2-ethylhexylstearate